3-amino-N-[(2S)-6-[(3R,4S)-3-amino-4-ethoxypyrrolidin-1-yl]-1,2,3,4-tetrahydronaphthalen-2-yl]-6-methylthieno[2,3-b]pyridine-2-carboxamide NC1=C(SC2=NC(=CC=C21)C)C(=O)N[C@@H]2CC1=CC=C(C=C1CC2)N2C[C@H]([C@H](C2)OCC)N